C(C)N(C1=C(C(=NC=N1)NC[C@H]1[C@@H](CN(CC1)[C@@H](C(=O)N)CO)O)F)CC1=CC=C(C=C1)C(F)(F)F |o1:17| rel-(R)-2-((3S,4S)-4-(((6-(ethyl(4-(trifluoromethyl)benzyl)amino)-5-fluoropyrimidin-4-yl)amino)methyl)-3-hydroxypiperidin-1-yl)-3-hydroxypropanamide